6-azaspiro[2.5]octan-6-carboxylat C1CC12CCN(CC2)C(=O)[O-]